bis(tetrahydroindenyl)zirconocene C1(CCC2CC=CC=C12)[C-]1C=CC=C1.[C-]1(C=CC=C1)C1CCC2CC=CC=C12.[Zr+2]